4-[2-(2-chlorophenyl)propanoyl]-10,10-dimethyl-9-oxo-1-oxa-4-azaspiro[5.5]undec-7-ene-8-carbonitrile ClC1=C(C=CC=C1)C(C(=O)N1CCOC2(C1)C=C(C(C(C2)(C)C)=O)C#N)C